ClC=1C=CC2=C(C[C@H](CC=3N2C(=NN3)[C@@H]3CC[C@H](CC3)OC3=NC=CC=C3)N)C1 (5R)-8-chloro-1-[trans-4-(pyridin-2-yloxy)cyclohexyl]-5,6-dihydro-4H-[1,2,4]triazolo[4,3-a][1]benzazepin-5-amine